NC=1C2=C(N=CN1)N(C=C2C=2C(=C1CCN(C1=CC2)C(CC2=CC(=C(C=C2)CN2CCN(CC2)C)C(F)(F)F)=O)F)C2CC2 1-(5-(4-AMINO-7-CYCLOPROPYL-7H-PYRROLO[2,3-D]PYRIMIDIN-5-YL)-4-FLUOROINDOLIN-1-YL)-2-(4-((4-METHYLPIPERAZIN-1-YL)METHYL)-3-(TRIFLUOROMETHYL)PHENYL)ETHAN-1-ONE